OCC(=O)N1C2=C(OCC1)N=CC(=C2)NC2=CC=C(C=N2)C2=CC=C(C(=O)N(C)C)C=C2 4-(6-((1-(2-hydroxyacetyl)-2,3-dihydro-1H-pyrido[2,3-b][1,4]oxazin-7-yl)amino)pyridin-3-yl)-N,N-dimethylbenzamide